bromo-6'-fluorodispiro[cyclopropane-1,2'-chromane-4',2''-[1,3]dithiolane] BrC1SC2(SC1)CC1(OC3=CC=C(C=C32)F)CC1